NC1=NC=CC2=C1N=C(N=C2C)C=2C=C(C=CC2)C#C[C@@]2(CCC=1C2=NC=CC1)O (R)-7-((3-(8-amino-4-methylpyrido[3,4-d]pyrimidin-2-yl)phenyl)ethynyl)-6,7-dihydro-5H-cyclopenta[B]pyridin-7-ol